tert-butyl-((2-amino-6-nitrophenyl) amino) piperidine-1-carboxylate N1(CCCCC1)C(=O)ON(C1=C(C=CC=C1[N+](=O)[O-])N)C(C)(C)C